2-{[(1H-1,3-benzodiazol-2-yl)amino]methyl}phenol N1C(=NC2=C1C=CC=C2)NCC2=C(C=CC=C2)O